[4-(p-tolyl)phenyl]boronic acid C1(=CC=C(C=C1)C1=CC=C(C=C1)B(O)O)C